(4-amino-1,7-dimethyl-1H-pyrazolo[4,3-c]quinolin-8-yl)(2-(3-fluoropyridin-2-yl)-4-(hydroxymethyl)pyrazolidin-1-yl)methanone NC1=NC=2C=C(C(=CC2C2=C1C=NN2C)C(=O)N2N(CC(C2)CO)C2=NC=CC=C2F)C